(7S,8S)-2-amino-8-ethyl-7-methyl-7,8-dihydro-5H-pyrano[4,3-b]pyridin-5-one NC1=CC=C2C(=N1)[C@@H]([C@@H](OC2=O)C)CC